NC1=CC=C(OC2=CC(=CC(=C2)OC2=CC=C(C=C2)N)OC2=CC=C(C=C2)N)C=C1 1,3,5-tri(4-aminophenoxy)benzene